BrC1=CC(N(C=N1)C1CC1)=O 6-bromo-3-cyclopropylpyrimidin-4(3H)-one